3-hydroxy-2-(4-fluorophenyl)-4H-chromen-4-one OC1=C(OC2=CC=CC=C2C1=O)C1=CC=C(C=C1)F